(S)-4-(((R)-2-methoxypropyl)(4-(5,6,7,8-tetrahydro-1,8-naphthyridin-2-yl)butyl)amino)-2-((6-phenylpyrazin-2-yl)amino)butanoic acid CO[C@@H](CN(CC[C@@H](C(=O)O)NC1=NC(=CN=C1)C1=CC=CC=C1)CCCCC1=NC=2NCCCC2C=C1)C